6-chloro-3-((4-hydroxy-3,3-dimethylpiperidin-4-yl)methyl)pyrimidin-4(3H)-one hydrochloride Cl.ClC1=CC(N(C=N1)CC1(C(CNCC1)(C)C)O)=O